C(#N)C=1C=C(C=CC1C)C1=CC=C2C(C(COC2=C1)(C)C)NC(O[C@@H]1CN2CCC1CC2)=O (S)-quinuclidin-3-yl (7-(3-cyano-4-methylphenyl)-3,3-dimethylchroman-4-yl)carbamate